NC1=CC=C(C=C1)C1=C(C(C(=C(C1=O)N)N)=O)C1=CC=C(C=C1)N bis(4-aminophenyl)-1,4-benzoquinonediamine